7-(oxetanyl-methyl)guanosine O1C(CC1)C[N+]1=CN([C@H]2[C@H](O)[C@H](O)[C@@H](CO)O2)C=2N=C(NC(C12)=O)N